The molecule is a N-alkylpiperazine that is piperzine in which the nitrogens atoms are substituted by 2-(2-hydroxyethoxy)ethyl and (4-chlorophenyl)(phenyl)methyl groups respectively. It has a role as a H1-receptor antagonist, an anxiolytic drug, a dermatologic drug, an antipruritic drug and an anticoronaviral agent. It is a N-alkylpiperazine, a hydroxyether and a member of monochlorobenzenes. C1CN(CCN1CCOCCO)C(C2=CC=CC=C2)C3=CC=C(C=C3)Cl